5-[4-(1H-pyrazol-4-yl)-1H-pyrrolo[2,3-c]pyridin-7-yl][1,3]thiazolo[5,4-d][1,3]thiazol N1N=CC(=C1)C1=C2C(=C(N=C1)C=1SC3=C(N1)SC=N3)NC=C2